(trifluoromethyl)-13,19-dioxa-3,4,18-triazatricyclo[12.3.1.12,5]nonadeca-1(18),2,4,14,16-pentaene-6,7-diol FC(F)(F)C1(C2=NN=C(C=3C=CC=C(OCCCCCC1O)N3)O2)O